[Cl-].C1(=CC(=CC=C1)C[N+]1=NOC(=C1)N)C1=CC=CC=C1 3-([1,1'-biphenyl]-3-ylmethyl)-5-amino-1,2,3-oxadiazol-3-ium chloride